C(C)N(C=N)C N-ethyl-N-methylformimidamide